C12CNCC(CC1)N2C=2SC=1CN(CCC1N2)C(=O)C2=CC=C(C#N)C=C2 4-(2-(3,8-diazabicyclo[3.2.1]octan-8-yl)-4,5,6,7-tetrahydrothiazolo[5,4-c]pyridine-5-carbonyl)benzonitrile